C1(CCC1)OC1=CC(=C(C=N1)N1C2=C(SC=3N=CC=C(NC1=O)C32)C(=O)N)C (R)-(6-cyclobutoxy-4-methylpyridin-3-yl)-4-oxo-4,5-dihydro-3H-1-thia-3,5,8-triazaacenaphthylene-2-carboxamide